FC1=CC=C(C=C1)C(=O)C=1N=C(N(C1)S(=O)(=O)C1=CC=CC=C1)C1=CC=C(C=C1)OC (4-fluorophenyl)(2-(4-methoxyphenyl)-1-(phenylsulfonyl)-1H-imidazol-4-yl)methanone